C(C)(C)N1N=CC=2C1=NC(=NC2)C2NC(C1=CC=C(C=C21)C(=O)N)=O 1-isopropylpyrazolo[3,4-d]pyrimidin-6-yl-1-oxo-3H-isoindole-5-carboxamide